ClC1=CC2=C(NC(CCC2NCCCCCN2CCN(CC2)C)C(=O)C2=C(C=C(C=C2)NC(C2=C(C=CC=C2)C)=O)C)C=C1 N-(4-(7-chloro-5-((5-(4-methylpiperazin-1-yl)pentyl)amino)-2,3,4,5-tetrahydro-1H-benzo[b]azepine-carbonyl)-3-methylphenyl)-2-methylbenzamide